5-chloro-2-fluoro-4-(1-methyl-1H-indazol-5-yl)aniline 2'-O-methylguanosine-3'-phosphate P(=O)(O)(O)O[C@H]1[C@H]([C@@H](O[C@@H]1CO)N1C=NC=2C(=O)NC(N)=NC12)OC.ClC=1C(=CC(=C(N)C1)F)C=1C=C2C=NN(C2=CC1)C